CS(=O)(=O)O[C@@H]1[C@H](CCC[C@H]1O[Si](C)(C)C(C)(C)C)N=[N+]=[N-] (1R,2S,6R)-2-Azido-6-(tert-butyldimethylsilyloxy)cyclohexyl methanesulfonate